4-(2,4-dibromophenyl)thiazole 4-oxoadamantan-1-yl-propionate O=C1C2CC3(CC(CC1C3)C2)OC(CC)=O.BrC2=C(C=CC(=C2)Br)C=2N=CSC2